N-[4-amino-1-(2-trimethylsilylethoxymethyl)pyrazolo[4,3-c]pyridin-7-yl]-2-oxo-2-[rac-(2R,4S)-4-methyl-2-phenyl-1-piperidyl]acetamide NC1=NC=C(C2=C1C=NN2COCC[Si](C)(C)C)NC(C(N2[C@H](C[C@H](CC2)C)C2=CC=CC=C2)=O)=O |r|